C1(=CC=CC=C1)C1=NC(=CC=C1)C1=CC=CC=C1 2,6-diphenylpyridine